(2-[8-(diethoxymethylsilyl)octoxy]-5-hydroxyphenyl)trimethylphosphonium bromide [Br-].C(C)OC(OCC)[SiH2]CCCCCCCCOC1=C(C=C(C=C1)O)[P+](C)(C)C